FC(C(O)C1=C(C=CC(=C1)C=O)C1=CC=CC=C1)(F)F (2,2,2-trifluoro-1-Hydroxyethyl)-[1,1'-biphenyl]-4-carbaldehyde